3,7,8-Trimethyl-3-(phenyldiazenyl)-2,3-dihydro-4H-benzo[4,5]imidazo[2,1-b][1,3]thiazin-4-one CC1(C(N2C(SC1)=NC1=C2C=C(C(=C1)C)C)=O)N=NC1=CC=CC=C1